(E)-5-Bromo-7-(2-(4,4-difluorocyclohexyl)vinyl)benzo[d]oxazole BrC=1C=C(C2=C(N=CO2)C1)\C=C\C1CCC(CC1)(F)F